[1,2-bis(diphenylphosphino)ethane] nickel dibromide [Ni](Br)Br.C1(=CC=CC=C1)P(CCP(C1=CC=CC=C1)C1=CC=CC=C1)C1=CC=CC=C1